acrylic acid 4-hydroxybutyl-acrylate OCCCCOC(C=C)=O.C(C=C)(=O)O